methyl 2-(4-(trifluoromethyl)phenyl)-4-(((trifluoromethyl)sulfonyl)oxy)quinoline-7-carboxylate FC(C1=CC=C(C=C1)C1=NC2=CC(=CC=C2C(=C1)OS(=O)(=O)C(F)(F)F)C(=O)OC)(F)F